(S)-N-((S)-(3-chloro-4-fluorophenyl)((R)-1-(2,2,2-trifluoroethyl)pyrrolidin-3-yl)methyl)-2-oxooxazolidine-5-carboxamide ClC=1C=C(C=CC1F)[C@@H](NC(=O)[C@@H]1CNC(O1)=O)[C@H]1CN(CC1)CC(F)(F)F